C(C1=CC=CC=C1)N1CC2(CC2)[C@@H](C1)NC(OC(C)(C)C)=O tert-butyl (S)-(5-benzyl-5-azaspiro[2.4]heptan-7-yl)carbamate